1-bromo-4-mesyl-benzene BrC1=CC=C(C=C1)S(=O)(=O)C